OC(C(C1=CC=CC=C1)C=1C=C(C(=O)O)C=C(N1)C(NC)=O)C 2-(2-hydroxy-1-phenylpropyl)-6-(methylcarbamoyl)isonicotinic acid